FCC1(CCN(CC1)C1=NC=C(C=N1)F)C(=O)N1CCOC2=C(C1)C=NC=C2C#N 4-(4-(fluoromethyl)-1-(5-fluoropyrimidin-2-yl)piperidine-4-carbonyl)-2,3,4,5-tetrahydropyrido[3,4-f][1,4]oxazepine-9-carbonitrile